(±)-methyl 1-(sec-butyl)-5,7-dihydroxy-3-methyl-1H-pyrazolo[4,3-b]pyridine-6-carboxylate [C@@H](C)(CC)N1N=C(C2=NC(=C(C(=C21)O)C(=O)OC)O)C |r|